COC(=O)C=1OC=C(C1)N=C(C1=CC=CC=C1)C1=CC=CC=C1 4-((diphenylmethylene)amino)furan-2-carboxylic acid methyl ester